C[C@@]1([C@H]2C=C[C@@H](C1)C2)C(=O)NC=2SC1=C(N2)C=CC(=C1)OC(F)(F)F (1R,2R,4R)-2-methyl-N-[6-(trifluoromethoxy)-1,3-benzothiazol-2-yl]bicyclo[2.2.1]hept-5-ene-2-carboxamide